3-isopropyl-5-methyl-2,4-dioxo-pyrimidine-1-carboxylic acid tert-butyl ester C(C)(C)(C)OC(=O)N1C(N(C(C(=C1)C)=O)C(C)C)=O